(3S)-Ethyl 3-(5-bromo-1-(4-chlorophenyl)-1-hydroxy-3-oxoisoindolin-2-yl)-3-(4-chlorophenyl)propanoate BrC=1C=C2C(N(C(C2=CC1)(O)C1=CC=C(C=C1)Cl)[C@@H](CC(=O)OCC)C1=CC=C(C=C1)Cl)=O